4-methyl-1-(2-pyridinyl)pent-3-en-2-amine CC(=CC(CC1=NC=CC=C1)N)C